FC1=CC=C(C=C1)C=1C2=CC=C(N2)C(=C2C=CC(C(=C3C=CC(=C(C=4C=CC1N4)C4=CC=C(C=C4)F)N3)C3=CC=C(C=C3)F)=N2)C2=CC=C(C=C2)F 5,10,15,20-tetra(4'-fluorophenyl)porphyrin